1-propanesulfonate hydrate O.C(CC)S(=O)(=O)O